4-(3-(1H-1,2,4-triazol-3-yl)piperidin-1-yl)-8-fluoro-7-(8-fluoronaphthalen-1-yl)-2-((hexahydro-1H-pyrrolizin-7a-yl)methoxy)pyrido[4,3-d]pyrimidine N1N=C(N=C1)C1CN(CCC1)C=1C2=C(N=C(N1)OCC13CCCN3CCC1)C(=C(N=C2)C2=CC=CC1=CC=CC(=C21)F)F